N-((1-(4-(Trifluoromethyl)phenyl)pyrrolo[1,2-a]pyrazin-3-yl)methyl)acrylamide FC(C1=CC=C(C=C1)C=1C=2N(C=C(N1)CNC(C=C)=O)C=CC2)(F)F